S1C=NC2=C1C=CC(=C2)[C@@H]2N(C[C@H](CC2)C)C(C(=O)NC=2C1=C(C=NC2)C=NN1C1OCCCC1)=O 2-[(2R,5S)-2-(1,3-benzothiazol-5-yl)-5-methyl-1-piperidyl]-2-oxo-N-(1-tetrahydropyran-2-ylpyrazolo[4,3-c]pyridin-7-yl)acetamide